lactamide-14C [14C](C(O)C)(=O)N